perfluoro dodecanoate C(CCCCCCCCCCC)(=O)OF